The molecule is a trihydroxyflavanone that is demethoxymatteucinol with an additional hydroxy group at position 2'. Isolated from Pisonia aculeata, it exhibits antitubercular activity. It has a role as an antitubercular agent and a plant metabolite. It derives from a matteucinol. CC1=C(C(=C2C(=C1O)C(=O)C[C@H](O2)C3=CC=CC=C3O)C)O